O1CCCN2C(CC3=CC=CC1=C23)=O 3,4-dihydro-2H-[1,4]oxazepino[2,3,4-hi]indol-6(7H)-one